NC(=O)[C@H](O)[C@@H](O)[C@@H](O)[C@H](O)CO Aminogalactose